Cl.CN(S(=O)=O)C N,N-dimethylsulfonamide hydrochloride